O[C@H]1[C@H](CC[C@@]2([C@H]3CC[C@]4([C@H]([C@@H]3CC[C@@H]12)CC[C@@H]4[C@H](C)CCCC(C)(C)O)C)C)OC(CO)=O glycolic acid-(1R,3aS,3bS,5aR,6R,7S,9aR,9bS,11aR)-6-hydroxyl-1-[(2R)-6-hydroxyl-6-methylhept-2-yl]-9a,11a-dimethylhexadecahydro-1H-cyclopenta[1,2-i]phenanthrene-7-yl ester